CNC1CCCC=2C=CC=NC12 N-methyl-5,6,7,8-tetrahydroquinolin-8-amine